OCCCCCOC1=CC2=C(C(NS2)=O)C=C1 6-((5-hydroxypentyl)oxy)benzo[d]isothiazol-3(2H)-one